ClC1=NC=C(C(=N1)C)B(O)O 2-CHLORO-4-METHYLPYRIMIDINE-5-BORONIC ACID